[4-(4-chlorophenyl)-2,3,9-trimethyl-6H-thieno[3,2-f][1,2,4]triazolo[4,3-a][1,4]diazepin-6-yl]acetic acid methyl ester COC(CC1C=2N(C3=C(C(=N1)C1=CC=C(C=C1)Cl)C(=C(S3)C)C)C(=NN2)C)=O